N-[3-[(2-aminoacetyl)amino]-2-hydroxypropyl]-4-[[3-(2,3-difluoro-4-methoxyphenyl)imidazo[1,2-a]pyrazin-8-yl]amino]-2-ethylbenzamide NCC(=O)NCC(CNC(C1=C(C=C(C=C1)NC=1C=2N(C=CN1)C(=CN2)C2=C(C(=C(C=C2)OC)F)F)CC)=O)O